C(C1=CC=CC=C1)P(CC1=CC=CC=C1)(CC1=CC=CC=C1)CC1=CC=CC=C1 tetrabenzylphosphine